CC(C[C@@H](C(N[C@H](C=O)C[C@H]1C(NCC1)=O)=O)NC(OC(C(F)(F)C1=CC(=CC=C1)C1CC1)C1=CC=CC=C1)=O)C 2-(3-cyclopropylphenyl)-2,2-difluoro-1-phenylethyl ((S)-4-methyl-1-oxo-1-(((S)-1-oxo-3-((S)-2-oxo pyrrolidin-3-yl) propan-2-yl)amino)pentan-2-yl)carbamate